ClC1=NN(C2=CN=CC=C21)C=2C(=NC=NC2OC)C2CC2 3-chloro-1-(4-cyclopropyl-6-methoxypyrimidin-5-yl)-1H-pyrazolo[3,4-c]pyridine